dioleoyl thiodipropionate S(CCC(=O)OC(CCCCCCC\C=C/CCCCCCCC)=O)CCC(=O)OC(CCCCCCC\C=C/CCCCCCCC)=O